CS(=O)(=O)N1CCC(CC1)NC1=NN2C=NC(=C(C2=N1)O)C=1C=NNC1 ((1-(methylsulfonyl)piperidin-4-yl)amino)-7-(1H-pyrazol-4-yl)-[1,2,4]triazolo[1,5-c]pyrimidin-8-ol